tert-butyl (S)-2-(2-(2-hydroxyphenyl)-5,6,6a,7,9,10-hexahydro-8H-pyrazino[1',2':4,5]pyrazino[2,3-c]pyridazin-8-yl)-5,8-dihydropyrido[3,4-d]pyrimidine-7(6H)-carboxylate OC1=C(C=CC=C1)C=1C=C2C(=NN1)NC[C@@H]1N2CCN(C1)C=1N=CC2=C(N1)CN(CC2)C(=O)OC(C)(C)C